COC(=O)C1OC(OC1C(=O)OC)=O 2-oxo-1,3-dioxolane-4,5-dicarboxylic acid dimethyl ester